C(CCCCCCC(C)C)C1(CCCCC1)CCCCCCCC(C)C Diisodecylcyclohexan